OC1C(OC2=CC3=C(C=C2C1=O)OCO3)(C3=CC=CC=C3)O dihydroxy-6,7-methylenedioxyflavanone